peroxysorbic acid C(\C=C\C=C\C)(=O)OO